N1C=CC=CC=C1 Azepin